C1CCC(CC1)C(O)O 4-cyclohexanemethanediol